1-(4-[7-[6-amino-3-(trifluoromethyl)pyridin-2-yl]-6-chloro-2-[[2-(dimethylamino)ethyl]amino]quinazolin-4-yl]piperazin-1-yl)prop-2-en-1-one NC1=CC=C(C(=N1)C1=C(C=C2C(=NC(=NC2=C1)NCCN(C)C)N1CCN(CC1)C(C=C)=O)Cl)C(F)(F)F